2-hydroxy-4'-(2-hydroxyethoxy)2-methylpropionophenone OC(C(=O)C1=CC=C(C=C1)OCCO)(C)C